3-((S)-3-((R)-8-(4-ethoxy-4'-((isopropylamino)methyl)biphenyl-3-ylsulfonyl)-1-oxa-8-azaspiro[4.5]decan-3-ylamino)-2-hydroxypropoxy)-N-methylbenzenesulfonamide C(C)OC1=C(C=C(C=C1)C1=CC=C(C=C1)CNC(C)C)S(=O)(=O)N1CCC2(C[C@H](CO2)NC[C@@H](COC=2C=C(C=CC2)S(=O)(=O)NC)O)CC1